C(#C)C1=NC=C(C(=C1)OC=1C(=NC(=NC1)NC(C)C)N)C(C)C 5-((2-ethynyl-5-iso-propyl-pyridin-4-yl)oxy)-N2-iso-propyl-pyrimidine-2,4-diamine